O=C1NC(CCC1N1C(C2=CC=C(C=C2C1=O)N1CCN(CC1)CCCOC1=CC=C(C=C1)\C(=C(\CC)/C1=CC=CC=C1)\C1=CC=C(C=C1)O)=O)=O (Z)-2-(2,6-Dioxopiperidin-3-yl)-5-(4-(3-(4-(1-(4-hydroxyphenyl)-2-phenylbut-1-en-1-yl)phenoxy)propyl)piperazin-1-yl)isoindolin-1,3-dion